N[C@H]1CS(C2=C(N(C1=O)CC1=CC=C(C=C1)C1=NOC(=N1)C(F)(F)F)C=C(C(=C2)F)C=2OC(=NN2)NC(C)C)(=O)=O (3R)-3-amino-8-fluoro-7-[5-(isopropylamino)-1,3,4-oxadiazol-2-yl]-1,1-dioxo-5-[[4-[5-(trifluoromethyl)-1,2,4-oxadiazol-3-yl]phenyl]methyl]-2,3-dihydro-1lambda6,5-benzothiazepine-4-One